CC1(OB(OC1(C)C)C=1C=C(C=CC1)C1=CC(=CC=C1)C=1SC2=C(N1)C=CC=C2)C 2-(3'-(4,4,5,5-tetramethyl-1,3,2-dioxaborolan-2-yl)-[1,1'-biphenyl]-3-yl)benzo[d]thiazole